6-(4,4-difluoro-1-piperidyl)-N-(4-phenoxy-6-phenyl-pyrimidin-2-yl)pyridine-2-sulfonamide FC1(CCN(CC1)C1=CC=CC(=N1)S(=O)(=O)NC1=NC(=CC(=N1)OC1=CC=CC=C1)C1=CC=CC=C1)F